1-((3S,4R)-3-amino-4-fluoropyrrolidin-1-yl)ethan-1-one N[C@H]1CN(C[C@H]1F)C(C)=O